6-(2,4-dimethyl-1,3-thiazol-5-yl)-2-(2,4-difluoro-1-pyrido[2,3-d]pyrimidin-4-ylpiperidin-4-yl)methylpyridazin-3-one CC=1SC(=C(N1)C)C=1C=CC(N(N1)CC1(CC(N(CC1)C=1C2=C(N=CN1)N=CC=C2)F)F)=O